(1S,4S,5R)-5-[[4-cyclopropyl-1-(2,6-dichlorophenyl)-1H-1,2,3-triazol-5-yl]methoxy]-2-azabicyclo[2.2.1]heptane-2-carboxylic acid benzyl ester C(C1=CC=CC=C1)OC(=O)N1[C@@H]2C[C@H]([C@H](C1)C2)OCC2=C(N=NN2C2=C(C=CC=C2Cl)Cl)C2CC2